BrC=1C=C(C=CC1[N+](=O)[O-])C(C#N)(C)C 2-(3-bromo-4-nitrophenyl)-2-methylpropanenitrile